OC(=O)C(F)(F)F.NC1CCC2=C(NC1=O)C=CC=C2 3-amino-1,3,4,5-tetrahydro-2H-benzo[b]azepin-2-one TFA salt